C(OC1CC(N(C(C1)(C)C)C)(C)C)(OC1CC(N(C(C1)(C)C)C)(C)C)=O bis(1,2,2,6,6-pentamethyl-4-piperidyl) carbonate